NC1=NC2=NC=C(N=C2C(N1)=O)CNC1=CC=C(C(=O)N[C@@H](CCC(NCCOCCNC(OC(C)(C)C)=O)=O)C(=O)O)C=C1 (S)-15-(4-(((2-amino-4-oxo-3,4-dihydropteridin-6-yl)methyl)amino)benzamido)-2,2-dimethyl-4,12-dioxo-3,8-dioxa-5,11-diazahexadecan-16-oic Acid